7-methoxy-2-methyl-6-(((S)-tetrahydrofuran-3-yl)oxy)pyrido[2,3-d]pyrimidin-4-amine COC=1C(=CC2=C(N=C(N=C2N)C)N1)O[C@@H]1COCC1